zinc L-glycinate NCC(=O)[O-].[Zn+2].NCC(=O)[O-]